n-propylbenzoic acid C(CC)C1=C(C(=O)O)C=CC=C1